Cl.O1CCN(CC1)C1=C2C(=NC(=C1)N1N=C(C=C1)C=1C=C(C=CC1)C)NC(=N2)CN (7-morpholino-5-(3-(m-tolyl)-1H-pyrazol-1-yl)-3H-imidazo[4,5-b]pyridin-2-yl)methanamine hydrochloride